(2S,3R,4S,6R)-2-(((3S,6R,8R,9R,10R)-3-Allyl-8-methoxy-4,6,8,10,12-pentamethyl-11,13-dioxo-1-oxa-4-azacyclotridecan-9-yl)oxy)-4-(dimethylamino)-6-methyltetrahydro-2H-pyran-3-yl benzoate C(C1=CC=CC=C1)(=O)O[C@H]1[C@@H](O[C@@H](C[C@@H]1N(C)C)C)O[C@H]1[C@](C[C@H](CN([C@H](COC(C(C([C@@H]1C)=O)C)=O)CC=C)C)C)(C)OC